2-bromo-7-ethyl-6-(4-methyl-1,4-diazepan-1-yl)-8,9-dihydro-6H-pyrido[2,1-b]quinazolin-11(7H)-one BrC=1C=C2C(N3C(=NC2=CC1)C(C(CC3)CC)N3CCN(CCC3)C)=O